CN1N=NC(=C1)C1=CC=C(C(=O)N([C@H]2CNCCC2)C2=NC=CC3=CC=CC(=C23)/C=C/C(=O)OCC)C=C1 ethyl (R,E)-3-(1-(4-(1-methyl-1H-1,2,3-triazol-4-yl)-N-(piperidin-3-yl)benzamido)isoquinolin-8-yl)acrylate